CC1=CCC(CC1)C(=C)C 1-methyl-4-(1-meth-ylethenyl)-cyclohexene